N1CC2(CC1)CC=1C(=NC=CC1)O2 Spiro[furo[2,3-b]pyridine-2,3'-pyrrolidine]